CC1=CC2=C(N(C3=C(N=C2N2CCN(CC2)C)C=CC=C3)C(=O)OCCl)S1 Chloromethyl 2-methyl-4-(4-methylpiperazin-1-yl)-10H-benzo[b]thieno[2,3-e][1,4]diazepine-10-carboxylate